tri-phenyl-phosphonium C1(=CC=CC=C1)[PH+](C1=CC=CC=C1)C1=CC=CC=C1